FC=1C(=C(C=CC1F)[C@H]1[C@@H](O[C@]([C@H]1C)(C(F)(F)F)C)C(=O)NC1=CC(=NC=C1)C(=O)O)OC 4-((2r,3s,4s,5r)-3-(3,4-difluoro-2-methoxyphenyl)-4,5-dimethyl-5-(trifluoromethyl)tetrahydrofuran-2-carboxamido)picolinic acid